3-((1R,5S)-3-(7-(3-hydroxynaphthalen-1-yl)-2-(((S)-1-methylpyrrolidin-2-yl)methoxy)quinazolin-4-yl)-3,8-diazabicyclo[3.2.1]octan-8-yl)-3-oxopropanenitrile OC=1C=C(C2=CC=CC=C2C1)C1=CC=C2C(=NC(=NC2=C1)OC[C@H]1N(CCC1)C)N1C[C@H]2CC[C@@H](C1)N2C(CC#N)=O